C12(CC(C1)C2)N2C(C(N(CC2)CC=2SC(=NN2)C2=CC=C(C=C2)F)=O)=O 1-(bicyclo[1.1.1]pentan-1-yl)-4-((5-(4-fluorophenyl)-1,3,4-thiadiazol-2-yl)methyl)piperazine-2,3-dione